FC(OC=1C=C(C=CC1)C=1C=C2CN(CC2=CC1)C(=O)[C@H]1N(CCC1)C#N)(F)F (S)-2-(5-(3-(trifluoromethoxy)phenyl)isoindoline-2-carbonyl)pyrrolidine-1-carbonitrile